FC=1C=C(C=CC1N1CCCCC1)NC(=O)C=1N=C(OC1C)N1C(CCC1)CO N-(3-fluoro-4-(piperidin-1-yl)phenyl)-2-(2-(hydroxymethyl)pyrrolidin-1-yl)-5-methyloxazole-4-carboxamide